C(C)[S@](=O)(=N)C=1C=C(C=CC1C1=NC2=C(C=NC(=C2)C(F)(F)F)N1C)C1(CC1)C#N (R)-1-[3-(ethylsulfonimidoyl)-4-[3-methyl-6-(trifluoromethyl)imidazo[4,5-c]pyridin-2-yl]phenyl]cyclopropanecarbonitrile